tert-butyl 2-(4-cyclobutylphenyl)-3,4,6,7,8,9-hexahydro-1,2a,5,7-tetraazabenzo[cd]azulene-5(5aH)-carboxylate C1(CCC1)C1=CC=C(C=C1)C1=NC=2CCNCC3C2N1CCN3C(=O)OC(C)(C)C